C1(=CC=C(C=C1)C=1N=NNC1)C 4-(p-tolyl)triazole